(R)-tert-butyl 3-(2-((5-(2-(1-(2-methoxyethyl)-1H-pyrazol-4-yl)pyrazolo[5,1-b]thiazole-7-carboxamido)-6-methylpyridin-3-yl)amino)-2-oxoethyl)pyrrolidine-1-carboxylate COCCN1N=CC(=C1)C1=CN2C(S1)=C(C=N2)C(=O)NC=2C=C(C=NC2C)NC(C[C@@H]2CN(CC2)C(=O)OC(C)(C)C)=O